N4-(benzo[d][1,3]dioxol-5-yl)-N2-(2,3-dihydro-1H-inden-5-yl)-5-(trifluoromethyl)pyrimidine-2,4-diamine O1COC2=C1C=CC(=C2)NC2=NC(=NC=C2C(F)(F)F)NC=2C=C1CCCC1=CC2